The molecule is an azaphilone that is 9,9a-dihydro-2H-furo[3,2-g]isochromen-2-one substituted by an acetyl group at position 3, a hydroxy group at position 9, a 7-hydroxy-3,5-dimethylhepta-1,3-dien-1-yl group at position 6 and a methyl group at position 9a. It has been isolated from Chaetomium cupreum and exhibits antifungal activity. It has a role as an antifungal agent and a Chaetomium metabolite. It is a gamma-lactone, an azaphilone, a methyl ketone, an organic heterotricyclic compound and a primary alcohol. C[C@@H](CCO)/C=C(\\C)/C=C/C1=CC2=CC3=C(C(=O)O[C@]3([C@@H](C2=CO1)O)C)C(=O)C